C(#N)C1=CC(=C(C=C1)C1=C2CN(CC2=CC=C1)C#N)C(F)(F)F 4-(4-cyano-2-(trifluoromethyl)phenyl)isoindoline-2-carbonitrile